(S)-7-isopropoxy-4-(1-(1-methylpiperidin-4-yl)-1H-pyrazol-4-yl)-1-((5-oxopyrrolidin-2-yl)methoxy)isoquinoline-6-carboxamide C(C)(C)OC1=C(C=C2C(=CN=C(C2=C1)OC[C@H]1NC(CC1)=O)C=1C=NN(C1)C1CCN(CC1)C)C(=O)N